1-[(3S)-3-[4-(2,4-difluoro-3-methyl-anilino)pyrido[3,2-d]pyrimidin-6-yl]oxypyrrolidin-1-yl]prop-2-en-1-one FC1=C(NC=2C3=C(N=CN2)C=CC(=N3)O[C@@H]3CN(CC3)C(C=C)=O)C=CC(=C1C)F